(3-((1R,4R)-4-((Dimethylamino)methyl)-cyclohexyl)-1,2,3-oxadiazol-3-ium-5-yl)((3-(2-methyl-2-phenylpropanamido)-5-(trifluoro-methyl)phenyl)carbamoyl)amide CN(C)CC1CCC(CC1)[N+]1=NOC(=C1)[N-]C(NC1=CC(=CC(=C1)C(F)(F)F)NC(C(C)(C1=CC=CC=C1)C)=O)=O